7-hydroxy-2,5-dimethyl-chromone OC1=CC(=C2C(C=C(OC2=C1)C)=O)C